n-butyl isocyanopropionate [N+](#[C-])C(C(=O)OCCCC)C